4-Decyl-aniline C(CCCCCCCCC)C1=CC=C(N)C=C1